(R)-N-(pyrrolidin-3-ylmethyl)-2-(p-tolyl)benzo[d]imidazo[2,1-b]thiazol-7-carboxamide hydrochloride Cl.N1C[C@@H](CC1)CNC(=O)C1=CC2=C(N3C(S2)=NC(=C3)C3=CC=C(C=C3)C)C=C1